2-(5-amino-4-((2-(dimethylamino)ethyl)(methyl)amino)-2-methoxyphenylamino)-4-(cyclobutylamino)pyrimidine-5-carbonitrile NC=1C(=CC(=C(C1)NC1=NC=C(C(=N1)NC1CCC1)C#N)OC)N(C)CCN(C)C